(R)-2-Fluoro-N-(pyrimidin-4-yl)-4-(3'-(3-(trifluoromethyl)-phenethyl)-[1,3'-bipiperidin]-1'-yl)benzenesulfonamide formate C(=O)O.FC1=C(C=CC(=C1)N1C[C@@](CCC1)(N1CCCCC1)CCC1=CC(=CC=C1)C(F)(F)F)S(=O)(=O)NC1=NC=NC=C1